O=C1N(C[C@H]2N1CCNC2)C21CC(C2)(C1)C#N (S)-3-(3-oxohexahydroimidazo[1,5-a]pyrazin-2(3H)-yl)bicyclo[1.1.1]pentane-1-carbonitrile